10-bromo-7H-benzo[de]anthracene-7-one BrC1=CC=2C3=C4C(C=CC=C4C(C2C=C1)=O)=CC=C3